C1(=CC=CC=C1)C(C)N[C@@H]1[C@H](CN(C1)C(=O)OC(C)(C)C)C(=O)OCC |o1:9,10| 1-(tert-butyl) 3-ethyl (3S,4R)- or (3R,4S)-4-((1-phenylethyl)amino)pyrrolidine-1,3-dicarboxylate